N-(3,5-difluoro-4-iodopyridin-2-yl)-N-((2-(trimethylsilyl)ethoxy)methyl)ethane-sulfonamide tert-Butyl-3-hydroxy-3-(3-hydroxypropyl)pyrrolidine-1-carboxylate C(C)(C)(C)OC(=O)N1CC(CC1)(CCCO)O.FC=1C(=NC=C(C1I)F)N(S(=O)(=O)CC)COCC[Si](C)(C)C